N'-(1,2,3,5,6,7-hexahydro-s-indacen-4-ylcarbamoyl)-4-((methyl(prop-2-ynyl)amino)methyl)benzenesulfonimidamide C1CCC2=C(C=3CCCC3C=C12)NC(=O)N=S(=O)(N)C1=CC=C(C=C1)CN(CC#C)C